C(C)(C)(C)OC(=O)N1CCC(CC1)(F)C1=NC2=C(C=C(C=C2C(N1)=O)Br)F 4-(6-bromo-8-fluoro-4-oxo-3,4-dihydroquinazolin-2-yl)-4-fluoropiperidine-1-carboxylic acid tert-butyl ester